CC(C=1C(NC(NC1)=O)=O)C=C methyl-vinyl-thymine